triazinyl diketone oxime N1=NN=C(C=C1)C(C(C1=NN=NC=C1)=NO)=O